2-(1-(4-Chloro-1H-pyrazolo[3,4-b]pyridin-1-yl)ethyl)-3-(3-fluorophenyl)-4H-chromen-4-one ClC1=C2C(=NC=C1)N(N=C2)C(C)C=2OC1=CC=CC=C1C(C2C2=CC(=CC=C2)F)=O